tert-butyl (E)-4-(2-((5-(((4-((2-chlorobenzyl)amino)-6-(1-methylcyclopropoxy)pyrimidin-5-yl)imino)methyl)-4-methylpyridin-2-yl)oxy)ethyl)piperazine-1-carboxylate ClC1=C(CNC2=NC=NC(=C2\N=C\C=2C(=CC(=NC2)OCCN2CCN(CC2)C(=O)OC(C)(C)C)C)OC2(CC2)C)C=CC=C1